tert-butyl (2'S,7R)-2'-methyl-2-(1,1,2,2-tetrafluoroethyl)spiro[4,5-dihydrothieno[2,3-c]pyran-7,4'-piperidine]-1'-carboxylate C[C@@H]1N(CC[C@]2(C1)OCCC1=C2SC(=C1)C(C(F)F)(F)F)C(=O)OC(C)(C)C